ClC1=C(C=CC(=C1)F)C1=CCCCCN1C(=O)OC(C)(C)C tert-Butyl 7-(2-chloro-4-fluorophenyl)-2,3,4,5-tetrahydro-1H-azepine-1-carboxylate